OC1=C(C2=CC=CC=C2C=2C=CC=C(C12)O)C=1C2=CC=CC=C2C=2C=CC=CC2C1O 10,10'-dihydroxy-9,9'-biphenanthrol